3-(3-(4-(tert-Butyl)piperazin-1-yl)phenyl)-5-(3-chloro-4-(3-methyl-2-oxo-2,3-dihydro-1H-imidazol-1-yl)phenyl)-4-hydroxy-1-methylpyridin-2(1H)-one C(C)(C)(C)N1CCN(CC1)C=1C=C(C=CC1)C=1C(N(C=C(C1O)C1=CC(=C(C=C1)N1C(N(C=C1)C)=O)Cl)C)=O